N1=NC(N=C1)=O S-triazolone